1-(1-(5-amino-3-(difluoromethyl)pyridin-2-yl)-1H-1,2,3-triazol-5-yl)ethan-1-ol NC=1C=C(C(=NC1)N1N=NC=C1C(C)O)C(F)F